Cl.O=C1N(CCC(N1)=O)C1=NN(C2=C(C(=CC=C12)N1CCC(CC1)(O)CC(=O)O)F)C 2-[1-[3-(2,4-dioxohexahydropyrimidin-1-yl)-7-fluoro-1-methyl-indazol-6-yl]-4-hydroxy-4-piperidyl]acetic acid HCl salt